(3S,4S)- and (3R,4R)-4-[4-chloro-3-(3-methyl-5-{[5-(trifluoromethyl)pyrazin-2-yl]oxy}phenyl)-1H-pyrrolo[3,2-c]pyridin-1-yl]oxolan-3-ol ClC1=NC=CC2=C1C(=CN2[C@@H]2[C@@H](COC2)O)C2=CC(=CC(=C2)OC2=NC=C(N=C2)C(F)(F)F)C |r|